3-(2,5-dioxo-3-((pyridin-3-ylmethyl)amino)-2,5-dihydro-1H-pyrrol-1-yl)piperidine-2,6-dione O=C1N(C(C=C1NCC=1C=NC=CC1)=O)C1C(NC(CC1)=O)=O